3-(2-(benzoyloxy)-2,2-diphenylacetoxy)spiro[bicyclo[3.2.1]octane-8,1'-pyrrolidin]-8-ium chloride [Cl-].C(C1=CC=CC=C1)(=O)OC(C(=O)OC1CC2CCC(C1)[N+]21CCCC1)(C1=CC=CC=C1)C1=CC=CC=C1